4-(5,6,7,8-tetrahydroimidazo[1,5-a]pyridin-8-yl)aniline C=1N=CN2C1C(CCC2)C2=CC=C(N)C=C2